racemic-hexahydro-1H-pyrrolo[1,2-a]pyrazin-6-one C1[C@@H]2N(CCN1)C(CC2)=O |r|